C(C)(C)(C)C1=C(C=C(C=C1)NC([C@@H](C1CCC(CC1)(F)F)NC(=O)N1C[C@H](CC1)O)=O)F (3S)-N-((1R)-2-((4-tert-butyl-3-fluorophenyl)amino)-1-(4,4-difluorocyclohexyl)-2-oxoethyl)-3-hydroxypyrrolidine-1-carboxamide